BrC(C)C1=CC(=CC=2C(C=C(OC21)SCC)=O)C 8-(1-bromoethyl)-2-ethylsulfanyl-6-methyl-benzopyran-4-one